C[C@@H]1C[C@](O1)(C1=NN=CN1C)C=1C=C(C=CC1)N1CC2=C(C=C(C=C2C1=O)CN(C(OC(C)(C)C)=O)C1(CCC1)C)C(F)(F)F tert-butyl ((2-(3-((2R,4R)-4-methyl-2-(4-methyl-4H-1,2,4-triazol-3-yl)oxetan-2-yl)phenyl)-3-oxo-7-(trifluoromethyl)isoindolin-5-yl)methyl)(1-methylcyclobutyl)carbamate